CN(C(=O)N1CCC(CC1)N(C(O)=O)C1CN(C1)C1=CC(=C(C(=C1)F)C1C(NC(CC1)=O)=O)F)C.C(C(=C)C)(=O)OCCC[Si](OC)(OC)OC 3-(Methacryloyloxy)propyl-trimethoxysilane 1-(dimethylcarbamoyl)piperidin-4-yl-(1-(4-(2,6-dioxopiperidin-3-yl)-3,5-difluorophenyl)azetidin-3-yl)carbamate